5,5-difluorohexahydropentalen-2(1H)-one FC1(CC2CC(CC2C1)=O)F